N1,N-diethyl-3-methyl-N3-(2-(pyridin-4-yl)pyrido[3,4-d]pyrimidin-4-yl)butane-1,3-diamine C(C)N(CCC(C)(NC=1C2=C(N=C(N1)C1=CC=NC=C1)C=NC=C2)C)CC